CC1=CN=C2C(=N1)N(C(C(=C2)C2CCN(CC2)C2=NC=CN=C2C)=O)CC2=NC=CC=C2C(F)(F)F 3-methyl-7-(1-(3-methylpyrazin-2-yl)piperidin-4-yl)-5-((3-(trifluoromethyl)pyridin-2-yl)methyl)pyrido[2,3-b]pyrazin-6(5H)-one